6-methylheptyl carbamate C(N)(OCCCCCC(C)C)=O